O=C1NC(CCC1N1C(C2=CC(=CC=C2C1=O)F)=O)=O 2-(2,6-dioxo-3-piperidinyl)-6-fluoro-isoindoline-1,3-dione